COC(C(C)C1=CC(=CC=C1)C#N)=O 2-(3-cyanophenyl)Propanoic Acid Methyl Ester